C(C)SC1=NN2C(N=C(C=C2)C2=CC=C(C=C2)OC(F)(F)F)=C1C1=NC=2C(=NC=C(C2)C(F)(F)F)N1C 2-(2-(ethylthio)-5-(4-(trifluoromethoxy)phenyl)pyrazolo[1,5-a]pyrimidin-3-yl)-3-methyl-6-(trifluoromethyl)-3H-imidazo[4,5-b]pyridine